methyl N-[4-carbamoyl-1-[4-(cyanomethyl)-3-fluoro-1-[[2-fluoro-4-(2-furyl)-5-hydroxy-phenyl]methyl]-4-piperidyl]pyrazol-3-yl]carbamate C(N)(=O)C=1C(=NN(C1)C1(C(CN(CC1)CC1=C(C=C(C(=C1)O)C=1OC=CC1)F)F)CC#N)NC(OC)=O